(1R,2R)-2-fluoro-N-(6-(3-((6-(1-hydroxypropyl)-4-methylpyridin-3-yl)amino)-4H-1,2,4-triazol-4-yl)pyrimidin-4-yl)cyclopropane-1-carboxamide F[C@H]1[C@H](C1)C(=O)NC1=NC=NC(=C1)N1C(=NN=C1)NC=1C=NC(=CC1C)C(CC)O